4-[(1S,3R,4S,5R)-5-[[4-cyclopropyl-1-(2,6-dichlorophenyl)-1H-pyrazol-5-yl]methoxy]-3-ethyl-2-azabicyclo[2.2.1]heptan-2-yl]benzoic acid C1(CC1)C=1C=NN(C1CO[C@H]1[C@@H]2[C@H](N([C@H](C1)C2)C2=CC=C(C(=O)O)C=C2)CC)C2=C(C=CC=C2Cl)Cl